COC1=C(C=C(C=C1)C(NC=1C=NC=C(C1)C(F)(F)F)=O)C1CN(CC1)C1=CC(=NC=C1)C(=O)N 4-(3-(2-methoxy-5-((5-(trifluoromethyl)pyridin-3-yl)carbamoyl)phenyl)pyrrolidin-1-yl)picolinamide